N-(2-carboxyethyl)2-methylpropionamidine C(=O)(O)CCNC(C(C)C)=N